S1C(=NC2=C1C=CC=C2)NC2=CC=C(N=N2)N(C)C=2C(=NC=CC2)C(=O)O ({6-[(1,3-benzothiazol-2-yl)amino]Pyridazin-3-yl}(methyl)amino)pyridine-2-carboxylic acid